C(C)OC(=O)C=1C(C=C2N([C@H](CC=3C=C(C(=NC23)OC)OCC2CC2)C(C)(C)C)C1)=O (R)-6-(tert-butyl)-3-(cyclopropylmethoxy)-2-methoxy-10-oxo-5,10-dihydro-6H-pyrido[1,2-H][1,7]Naphthyridine-9-carboxylic acid ethyl ester